di-n-propoxybis(ethoxyacetoacetyl)titanium C(CC)O[Ti](C(CC(=O)COCC)=O)(C(CC(=O)COCC)=O)OCCC